BrC1=CC=CC(=N1)NC(S)=NCC=1C=NN(C1)C N-(6-bromopyridin-2-yl)-N'-(1-methyl-1H-pyrazol-4-yl)methyl-isothiourea